6-bromo-2-(1-(4-methyl-1,4-diazepan-1-yl)butyl)-3-propylpyrido[2,3-d]pyrimidin-4(3H)-one BrC1=CC2=C(N=C(N(C2=O)CCC)C(CCC)N2CCN(CCC2)C)N=C1